ClC1=C(C=CC2=C1C(=N[C@H](C=1N2C(=NN1)C=1C=NN(C1)C)C)C1=C(C=CC=C1F)F)Cl (4S)-7,8-dichloro-6-(2,6-difluorophenyl)-4-methyl-1-(1-methylpyrazol-4-yl)-4H-[1,2,4]triazolo[4,3-a][1,4]benzodiazepine